(4-(3-methyl-1H-indol-1-yl)pyrimidin-2-yl)-2-nitrobenzene-1,4-diamine CC1=CN(C2=CC=CC=C12)C1=NC(=NC=C1)C=1C(=C(C=CC1N)N)[N+](=O)[O-]